2-(1-bromoethyl)naphthalene tert-butyl-(R)-2-formyl-2-methylpyrrolidine-1-carboxylate C(C)(C)(C)OC(=O)N1[C@@](CCC1)(C)C=O.BrC(C)C1=CC2=CC=CC=C2C=C1